BrC1=C2CN(C(C2=CC=C1CN1CCN(CC1)C1=CC=C(C=C1)C=1C=C2C(=NNC2=CC1)C1=CC(=C(CNC(=O)C2=NC(=NO2)C(C)(C)C)C=C1)C)=O)C1C(NC(CC1)=O)=O N-(4-(5-(4-(4-((4-bromo-2-(2,6-dioxopiperidin-3-yl)-1-oxoisoindoline-5-yl)methyl)piperazin-1-yl)phenyl)-1H-indazol-3-yl)-2-methylbenzyl)-3-(tert-butyl)-1,2,4-oxadiazole-5-formamide